S(=O)(=O)([O-])[O-].[Mg+2] Magnesium Sulfate salt